N-[1-{3-(1-methylvinyl)-phenyl}-1-methylethyl]carbamic acid CC(=C)C=1C=C(C=CC1)C(C)(C)NC(O)=O